N-(cyclopropylmethyl)-N-[1-[3-(2-pyridyl)pyrazin-2-yl]ethyl]-3,5-bis(trifluoromethyl)benzamide C1(CC1)CN(C(C1=CC(=CC(=C1)C(F)(F)F)C(F)(F)F)=O)C(C)C1=NC=CN=C1C1=NC=CC=C1